(S)-6-chloro-2-(4-fluoro-3-(trifluoromethyl)phenyl)-5-((2-oxopiperidin-3-yl)amino)-1H-benzo[d]imidazole-4,7-dione ClC1=C(C(C2=C(NC(=N2)C2=CC(=C(C=C2)F)C(F)(F)F)C1=O)=O)N[C@@H]1C(NCCC1)=O